N-[(2S)-2-[(5-bromo-2-chloro-pyrimidin-4-yl)amino]-3-methyl-pentyl]carbamic acid tert-butyl ester C(C)(C)(C)OC(NC[C@H](C(CC)C)NC1=NC(=NC=C1Br)Cl)=O